FC1(CN(CCC1)C1=NC(=CC(=N1)C1=NN=CS1)C)F 5-(2-(3,3-difluoropiperidin-1-yl)-6-methylpyrimidin-4-yl)-1,3,4-thiadiazole